C1(CCCC1)C=1C(=CNC1)S(=O)(=O)N 4-cyclopentyl-1H-pyrrole-3-sulfonamide